(3-bromo-5-(trifluoromethoxy)phenyl)methylamine BrC=1C=C(C=C(C1)OC(F)(F)F)CN